bis{(t-butyl-dimethylsilyl)amino}methylvinylsilane [Si](C)(C)(C(C)(C)C)NC(N[Si](C)(C)C(C)(C)C)C=C[SiH3]